dimethylborane CBC